CN(S(=O)(=O)C1=CC=C(C=C1)S(=O)(=O)NC1=CC=C(C=C1)N1CCCCC1)C N1,N1-dimethyl-N4-(4-(piperidin-1-yl)phenyl)benzene-1,4-disulfonamide